O=C=CC Ketopropene